N-(1-(4-fluorobenzyl)-6-(7-hydroxy-1-methyl-1H-pyrrolo[2,3-c]pyridin-3-yl)-1H-indol-4-yl)ethanesulfonamide FC1=CC=C(CN2C=CC3=C(C=C(C=C23)C2=CN(C3=C(N=CC=C32)O)C)NS(=O)(=O)CC)C=C1